NC=1C(NC2=C3C=CC=NC3=C(C=C2C1C1=C2C=NNC2=C(C=C1)F)C(F)(F)F)=O 3-amino-4-(7-fluoro-1H-indazol-4-yl)-6-(trifluoromethyl)-1H-1,7-phenanthrolin-2-one